2-(2,4-dibromophenoxy)propionic acid BrC1=C(OC(C(=O)O)C)C=CC(=C1)Br